CN(C1=CC(=C(C=N1)C=1C(=NN2C1N=C(C=C2N(C)CC2=CC=C(C=C2)C=2C=NC=CC2C#N)C)C)C)C 3-{4-[({3-[6-(dimethylamino)-4-methylpyridin-3-yl]-2,5-dimethylpyrazolo[1,5-a]pyrimidin-7-yl}(methyl)amino)methyl]phenyl}pyridine-4-carbonitrile